CC1=CC=C(C(=O)O)C=C1 4-Methylbenzoic acid